COC(C1=CC=C(C=C1)O)=O.[Cl-].[Na+] sodium chloride, methyl-4-hydroxybenzoate salt